6-CHLORO-2-METHYLPYRIMIDINE-4-BORONIC ACID ClC1=CC(=NC(=N1)C)B(O)O